BrC(C)CCCCCCCCCC 2-Bromododecan